C(C)C=1C(NC2=CC(=CN=C2C1)CN1CCC(=CC1)C=1N=CC=2N(C1)C=C(N2)CC)=O 3-Ethyl-7-((4-(2-ethylimidazo[1,2-a]pyrazin-6-yl)-3,6-dihydropyridin-1(2H)-yl)methyl)-1,5-naphthyridin-2(1H)-one